C1(=CC=CC=C1)C(N1N=C(N=N1)C1(CC1)NC(OCC=C)=O)(C1=CC=CC=C1)C1=CC=CC=C1 prop-2-en-1-yl {1-[2-(triphenylmethyl)-2H-tetrazol-5-yl]cyclopropyl}carbamate